4-((2-Amino-4-bromo-5-chlorophenyl)amino)piperidine-1-carboxylic acid tert-butyl ester C(C)(C)(C)OC(=O)N1CCC(CC1)NC1=C(C=C(C(=C1)Cl)Br)N